COC(=O)C=1SC=C(C1C(=O)OC)NC(CC1=C(C=C(C(=C1)N(CC=1C=CC=C2C=CN(CC12)C)C)OC)F)=O (2-(2-fluoro-4-methoxy-5-(methyl-((2-methyl-1H-isoquinolin-8-yl)methyl)amino)phenyl)acetamido)thiophene-2,3-dicarboxylic acid dimethyl ester